CC1=C(C=C(C=C1)C=1OC(=NN1)C=1C=NC(=CC1)C)OCC#C 2-(4-methyl-3-(prop-2-yn-1-yloxy)phenyl)-5-(6-methylpyridin-3-yl)-1,3,4-oxadiazole